COC(=O)C1COC2(CCCC2)CC1C1=NC=CC=C1.C(C1=CC=CC=C1)N1C(/C(/C2=CC=CC=C12)=C/S(=O)(=O)C1=CC=C(C=C1)Cl)=O (E)-1-benzyl-3-(((4-chlorophenyl)sulfonyl)methylene)indol-2-one Methyl-9-(pyridin-2-yl)-6-oxaspiro[4.5]decane-8-carboxylate